C1(CCCC1)SC=1C2=C(N=C(N1)OC[C@]13CCCN3C[C@@H](C1)F)C(=C(N=C2)C2=CC(=CC1=CC=C(C(=C21)C#C)F)O)F 4-[4-(cyclopentylsulfanyl)-8-fluoro-2-{[(2R,7aS)-2-fluorotetrahydro-1H-pyrrolizin-7a(5H)-yl]methoxy}pyrido[4,3-d]pyrimidin-7-yl]-5-ethynyl-6-fluoronaphthalen-2-ol